C[C@]12CC3(CC(C[C@@](C1)(C3)C)C2)NC(NC2=C(C=C(C(=O)N3C[C@H](CCC3)C(=O)O)C=C2)F)=O (S)-1-(4-(3-((1r,3r,5s,7s)-3,5-dimethyladamantan-1-yl)ureido)-3-fluorobenzoyl)piperidine-3-carboxylic acid